N-(3,5-dichloropyridin-4-yl)-1-(4-((1-(hydroxymethyl)cyclobutyl)amino)-5-oxo-6,7-dihydrothieno[3,2-d]pyrimidin-2-yl)piperidine-4-carboxamide ClC=1C=NC=C(C1NC(=O)C1CCN(CC1)C=1N=C(C2=C(N1)CCS2=O)NC2(CCC2)CO)Cl